methyl 2-(benzylamino)-3-hydroxypropionate C(C1=CC=CC=C1)NC(C(=O)OC)CO